C[C@H]1N=CC2=CC=CC=C2C1 (3R)-3-methyl-3,4-dihydroisoquinolin